FC(OC=1C=C(OC=2N=CC(=NC2)N)C=CC1)(F)F 5-[3-(trifluoromethoxy)phenoxy]pyrazin-2-amine